tert-butyl (2R,5S)-5-(5-((2,4-dimethoxybenzyl)amino)-8-methoxy-[1,2,4]triazolo[1,5-c]quinazolin-2-yl)-2-methylpiperidine-1-carboxylate COC1=C(CNC2=NC=3C=C(C=CC3C=3N2N=C(N3)[C@H]3CC[C@H](N(C3)C(=O)OC(C)(C)C)C)OC)C=CC(=C1)OC